CN(C(=NC(=NC1=CC=CC=C1)N1CCOCC1)N(C)C)C N,N,N',N'-tetramethyl-N''-[4-morpholinyl(phenylimino)methyl]guanidine